1-hydroxy-2,2-dimethylcyclopropane-1-carboxylic acid OC1(C(C1)(C)C)C(=O)O